ClC=1C(=NC=CC1C1=C(C(=CC=C1)NC1=NC=CC(=C1F)CNC[C@H](C)O)C)C1=CC(=C(CNC[C@@H]2CCC(N2)=O)C(=C1)OC)F (S)-5-(((4-(3-chloro-4-(3-((3-fluoro-4-((((S)-2-hydroxypropyl)amino)methyl)pyridin-2-yl)amino)-2-methylphenyl)pyridin-2-yl)-2-fluoro-6-methoxybenzyl)amino)methyl)pyrrolidin-2-one